C1(=CC=CC2=CC=CC=C12)C=CCCC=O 5-(naphthalen-1-yl)pent-4-enal